FC=1C=C2C=NN(C2=C(C1O)F)C1=CC=C(C=C1)N1CCSCC1 5,7-Difluoro-1-(4-thiomorpholinophenyl)-1H-indazol-6-ol